C(C1=CC=CC=C1)SC=1C=C(C=C2CN(C(C12)=O)C(C)(C)C)Br 7-(benzylthio)-5-bromo-2-(tert-butyl)isoindol-1-one